bis{4-(naphthalen-1-yl)phenyl}-(6-bromo-1,1':4',1''-terphenyl-3-yl)amine C1(=CC=CC2=CC=CC=C12)C1=CC=C(C=C1)N(C=1C=C(C(=CC1)Br)C1=CC=C(C=C1)C1=CC=CC=C1)C1=CC=C(C=C1)C1=CC=CC2=CC=CC=C12